N1CC(C1)CN(C(C(F)(F)F)=O)CCC1=CC2=CC=CC=C2C=C1 N-(azetidin-3-ylmethyl)-2,2,2-trifluoro-N-(2-(naphthalen-2-yl)ethyl)acetamide